22-(3-(2-((1,2-dimethylhydrazinyl)methyl)-1H-indol-1-yl)propanamido)-9-isopropyl-1,8,11,21-tetraoxo-14,17-dioxa-2,7,10,20-tetraazapentacosan-25-oic acid CN(NC)CC=1N(C2=CC=CC=C2C1)CCC(=O)NC(C(NCCOCCOCCC(NC(C(NCCCCNC=O)=O)C(C)C)=O)=O)CCC(=O)O